O[C@@]1(C(N(CC1)C)=O)C#CC1=CC(=CC=C1)C=1C=CC=2N=CN=C(C2N1)C(C)C (R)-3-Hydroxy-3-((3-(4-isopropylpyrido[3,2-d]pyrimidin-6-yl)phenyl)ethynyl)-1-methylpyrrolidin-2-one